C(C=1C(N)=CC=CC1)(=O)N anthranilamide